4-(2-hydroxy-prop-2-yl)-N-((5-(1-methyl-1H-pyrrolo[2,3-c]pyridin-4-yl)-2,3-dihydro-1H-inden-4-yl)carbamoyl)thiophene-2-sulfonamide OC(C)(C)C=1C=C(SC1)S(=O)(=O)NC(NC1=C2CCCC2=CC=C1C1=C2C(=CN=C1)N(C=C2)C)=O